COC1=CC=C(C=C1)CC(C#N)C1=CC=CC=C1 3-(4-methoxyphenyl)-2-phenylpropanenitrile